CN(C1=CC=C(C=NN=C2SC3=C(N2C)C=CC=C3)C=C1)C 3-methyl-2-benzothiazolinone (4-(dimethylamino)benzylene)hydrazone